1-(3-(5-(3-hydroxynaphthalen-1-yl)-2H-indazol-2-yl)piperidin-1-yl)prop-2-en-1-one OC=1C=C(C2=CC=CC=C2C1)C1=CC2=CN(N=C2C=C1)C1CN(CCC1)C(C=C)=O